[(3R)-1-(2-methoxyethyl)-5-oxo-pyrrolidin-3-yl]-4-[3-[2-(cyclopropoxy)-3-pyridyl]pyrazolo[1,5-a]pyrimidin-5-yl]piperazine-1-carboxylate COCCN1C[C@@H](CC1=O)OC(=O)N1CCN(CC1)C1=NC=2N(C=C1)N=CC2C=2C(=NC=CC2)OC2CC2